C(C)(C)(C)C(COCCOCCOCCOCCOCCC(=O)O)N tert-butyl-1-amino-3,6,9,12,15-pentoxaoctadecane-18-oic acid